C1C[C@H](CC=2C3=CC=CC=C3NC12)NC=1C2=C(N=C(N1)C=1C(NC=CC1)=O)SC=N2 (R)-3-(7-((2,3,4,9-tetrahydro-1H-carbazol-3-yl)amino)thiazolo[5,4-d]pyrimidin-5-yl)pyridin-2(1H)-one